C(C)OC1=NC=CC=C1C1=NC=2CN(CC3(CCN(CC3)C3=C(C=CC=C3)C(F)(F)F)C2C=C1)C[C@@H]1NCCC1 2-(2-ethoxypyridin-3-yl)-7-[[(2R)-pyrrolidin-2-yl]methyl]-1'-[2-(trifluoromethyl)phenyl]spiro[6,8-dihydro-1,7-naphthyridine-5,4'-piperidine]